((1R,3R)-3-(methylamino)cyclobutyl)(4-(5-(trifluoromethyl)pyrimidin-2-yl)piperazin-1-yl)methanone CNC1CC(C1)C(=O)N1CCN(CC1)C1=NC=C(C=N1)C(F)(F)F